tert-Butyl (4-(3-((2-((1,4-oxazepan-4-yl)methyl)cyclopropyl)meth-oxy)5-fluoro-7,9-dihydrofuro[3,4-f]quinazolin-6-yl)-3-cyano-7-fluorothieno[3,2-c]pyridin-2-yl)carbamate O1CCN(CCC1)CC1C(C1)COC1=NC=2C(=C(C3=C(C2C=N1)COC3)C3=NC=C(C1=C3C(=C(S1)NC(OC(C)(C)C)=O)C#N)F)F